N[C@@H]1C[C@H](CC1)NC1=CC=C(C=N1)N1C(C=CC2=CC=CC=C12)=O 1-(6-(((1S,3S)-3-aminocyclopentyl)amino)pyridin-3-yl)quinolin-2(1H)-one